(9-(4-fluorophenyl)-6-oxaspiro[4.5]decan-8-yl)methyl-1-(3-methoxythiophen-2-yl)methylamine hydrochloride Cl.FC1=CC=C(C=C1)C1C(COC2(CCCC2)C1)CNCC=1SC=CC1OC